((5-(3-bromo-2-fluoro-6-methoxyphenoxy)-3,3-difluoro-2-(4-fluorophenyl)pentan-2-yl)-oxy)triethylsilane BrC=1C(=C(OCCC(C(C)(C2=CC=C(C=C2)F)O[Si](CC)(CC)CC)(F)F)C(=CC1)OC)F